OCCN1CN(CN(C1)CCO)CCO 1,3,5-tri(2-hydroxyethyl)-S-triazine